2-(1H-imidazol-1-yl)-N-((1r,4r)-4-(methyl(2,2,2-trifluoroethyl)amino)cyclohexyl)-5H-pyrrolo[3,2-d]pyrimidine-4-carboxamide N1(C=NC=C1)C=1N=C(C2=C(N1)C=CN2)C(=O)NC2CCC(CC2)N(CC(F)(F)F)C